N-(3-nitro-4-((tetrahydro-2H-pyran-4-yl)methoxy)benzenesulfonyl)benzamide Allyl-(2S,3S)-3-amino-3-(4-chlorophenyl)-2-methylpropanoate hydrochloride salt Cl.C(C=C)OC([C@H]([C@@H](C1=CC=C(C=C1)Cl)N)C)=O.[N+](=O)([O-])C=1C=C(C=CC1OCC1CCOCC1)S(=O)(=O)NC(C1=CC=CC=C1)=O